NC1=CC(C(NC1=NC=1C(=NN2C1C=CC(=C2C)C)NCCN2CCN(CC2)C)=NC=2C(=NN1C2C=CC(=C1C)C)NCCN1CCN(CC1)C)=N N3,N3'-(5-amino-3-iminopyridine-2,6(1H,3H)-diylidene)bis{6,7-dimethyl-N2-[2-(4-methylpiperazin-1-yl)ethyl]pyrazolo[1,5-a]pyridine-2,3-diamine}